FC1=C(OO[P@@](=O)(OOC2=CC=CC=C2)N[C@@H](C)C(=O)OC(C)C)C(=C(C(=C1F)F)F)F isopropyl N-[(S)-(2,3,4,5,6-pentafluorophenoxy) phenoxyphosphono]-L-alaninate